2-(4-Methoxyphenyl)-3-(5-methylthiazol-4-yl)-6-(2-phenoxyethoxy)-1H-inden-1-one COC1=CC=C(C=C1)C=1C(C2=CC(=CC=C2C1C=1N=CSC1C)OCCOC1=CC=CC=C1)=O